OC1=CC=C(C=C1)[C@H]1OC=2C=CC(=CC2[C@@H]2[C@@H]1C[C@@H](C2)C(F)(F)F)O (2R,3aS,4S,9bS)-4-(4-Hydroxy-phenyl)-2-trifluoromethyl-1,2,3,3a,4,9b-hexahydro-cyclopenta[c]chromen-8-ol